C1(=CC=CC=C1)C=1N=C(OC1C1=CC=CC=C1)SCC(=O)NC(COC)C 2-(4,5-diphenyloxazol-2-yl)sulfanyl-N-(2-methoxy-1-methylethyl)acetamide